COC1=CC(=C(N)C=C1)[N+](=O)[O-] 4-methoxy-2-nitro-aniline